FC1=CC2=C(CN(C(N(C2)C2CCN(CC2)C)=O)CC2=CC=C(C=C2)CC(C)(C)O)C=C1 7-fluoro-2-[[4-(2-hydroxy-2-methylpropyl)phenyl]methyl]-4-(1-methylpiperidin-4-yl)-1,5-dihydro-2,4-benzodiazepine-3-one